CC1=NN=C2SC(C(NN21)C2=CC=C(C=C2)OC)C(C2=CC=CC=C2)=O 3-methyl-6-(4-methoxyphenyl)-7-benzoyl-6,7-dihydro-5H-[1,2,4]triazolo[3,4-b][1,3,4]thiadiazine